C(C)(C)(C)OC(=O)N1CCNCC(C1)F 6-fluoro-1,4-diazepan-1-carboxylic acid tert-butyl ester